C(CNC(=S)[S-])NC(=S)[S-].[Mn+2] manganese ethylene-1,2-bis-dithiocarbamate